(S)-1-(isoxazol-4-ylcarbamoyl)-6-azaspiro[2.5]octane-6-carboxylate O1N=CC(=C1)NC(=O)[C@H]1CC12CCN(CC2)C(=O)[O-]